ClC=1C=C(C=C2C(=NN(C12)C1OCCCC1)C=C)C=1C(=NN(C1O)C)C 4-(7-chloro-1-(tetrahydro-2H-pyran-2-yl)-3-vinyl-1H-indazol-5-yl)-1,3-dimethyl-1H-pyrazol-5-ol